C(CCCCCCCCCCCCCCC)(=O)OC(CO)CO 2-Palmitoyl-glycerol